C1(CCCC1)N1C(N(C(C(=C1)C(=O)OCC)=O)C1=NC=C(C=C1)C)=O Ethyl 1-cyclopentyl-3-(5-methylpyridin-2-yl)-2,4-dioxo-1,2,3,4-tetrahydropyrimidine-5-carboxylate